BrC=1C=C2C(N(C(C2=CC1CN1CCOCC1)=O)C=1C(=C(C=CC1)C1=CC=CC=C1)C)=O 5-Bromo-2-(2-methyl-[1,1'-biphenyl]-3-yl)-6-(morpholinomethyl)isoindole-1,3-dione